3-N-[3-carbamoyl-1-(4-formylphenyl)pyrazol-4-yl]-2-(4-pyridyl)oxazole-4-carboxamide C(N)(=O)C1=NN(C=C1N1C(OC=C1C(=O)N)C1=CC=NC=C1)C1=CC=C(C=C1)C=O